NN1C(=NNC1=S)CN1CN=C2C=CC=CC2=C1 3-[(4-Amino-5-thioxo-4,5-dihydro-1H-1,2,4-triazol-3-yl)methyl]quinazolin